3-[(3R)-3-amino-8-fluoro-1,1,4-trioxo-5-[[4-(trifluoromethoxy)phenyl]methyl]-2,3-dihydro-1λ6,5-benzothiazepin-7-yl]-N,N-dimethyl-1,2,4-oxadiazole-5-carboxamide N[C@H]1CS(C2=C(N(C1=O)CC1=CC=C(C=C1)OC(F)(F)F)C=C(C(=C2)F)C2=NOC(=N2)C(=O)N(C)C)(=O)=O